tert-butyl 3-(acetoxy(4-fluoro-2-(trifluoromethyl)phenyl)methyl)-5,6-dihydroimidazo[1,2-a]pyrazine-7(8H)-carboxylate C(C)(=O)OC(C1=CN=C2N1CCN(C2)C(=O)OC(C)(C)C)C2=C(C=C(C=C2)F)C(F)(F)F